2-ethoxy-4-formylphenyl 2-methylpropionate CC(C(=O)OC1=C(C=C(C=C1)C=O)OCC)C